1-chloro-3-(5-(difluoromethyl)-1,3,4-thiadiazol-2-yl)-8-(4-(1-methoxyethyl)piperidin-1-yl)-N-(1-methylcyclopropyl)imidazo[1,5-a]pyridine-6-sulfonamide ClC=1N=C(N2C1C(=CC(=C2)S(=O)(=O)NC2(CC2)C)N2CCC(CC2)C(C)OC)C=2SC(=NN2)C(F)F